rel-tert-Butyl N-[5-[[2-[(2R,5S)-2-(6-amino-3-pyridyl)-5-methyl-1-piperidyl]-2-oxo-acetyl]amino]-3-ethyl-2-pyridyl]carbamate NC1=CC=C(C=N1)[C@@H]1N(C[C@H](CC1)C)C(C(=O)NC=1C=C(C(=NC1)NC(OC(C)(C)C)=O)CC)=O |o1:7,10|